ClC=1C(=NN(C1)C)C(=O)OC(C)(C)C tert-butyl 4-chloro-1-methyl-1H-pyrazole-3-carboxylate